tert-butyl (4S)-1-(pyrrolidin-1-yl)-6-azaspiro[3.4]octane-6-carboxylate N1(CCCC1)C1CC[C@]12CN(CC2)C(=O)OC(C)(C)C